tert-butyl (1R,5S)-3-(7-bromo-6-chloro-8-fluoro-2-((2-methylenetetrahydro-1H-pyrrolizin-7a(5H)-yl)methoxy)quinazolin-4-yl)-3,8-diazabicyclo[3.2.1]octane-8-carboxylate BrC1=C(C=C2C(=NC(=NC2=C1F)OCC12CCCN2CC(C1)=C)N1C[C@H]2CC[C@@H](C1)N2C(=O)OC(C)(C)C)Cl